6-chloro-2-methyl-4-(methylamino)pyridine-3-carbonitrile ClC1=CC(=C(C(=N1)C)C#N)NC